The molecule is conjugate base of 8(R)-HPETE arising from deprotonation of the carboxylic acid function. It is a HPETE anion and an 8-HPETE(1-). It is a conjugate base of an 8(R)-HPETE. It is an enantiomer of an 8(S)-HPETE(1-). CCCCC/C=C\\C/C=C\\C=C\\[C@@H](C/C=C\\CCCC(=O)[O-])OO